OC(C)(C)C1=CC=C(C=C1)O 4-(2-hydroxyprop-2-yl)phenol